FC1(OC=2C(=CC3=C(N=C(S3)NC([C@H](C)N3C[C@@H](C[C@H](C3)C3=CNC(C=C3)=O)F)=O)C2)O1)F (S)-N-(2,2-difluoro-[1,3]dioxolo[4',5':4,5]benzo[1,2-d]thiazol-6-yl)-2-((3R,5S)-3-fluoro-5-(6-oxo-1,6-dihydropyridin-3-yl)piperidin-1-yl)propanamide